C12(CNCC2C1)C(=O)N1[C@H](C2=C(C=C(C=C2CC1)Cl)Cl)C (3-azabicyclo[3.1.0]hexan-1-yl)((S)-6,8-dichloro-1-methyl-3,4-dihydroisoquinolin-2(1H)-yl)methanone